7-oxo-1,6-diazabicyclo[3.2.1]octan-6-yl hydrogen sulfate S(=O)(=O)(ON1C2CCCN(C1=O)C2)O